2-(methoxymethyl)-8-(trifluoromethyl)quinazolin-4-ol COCC1=NC2=C(C=CC=C2C(=N1)O)C(F)(F)F